[Si](C)(C)(C(C)(C)C)OC1=CC2=C(N=C(S2)\C=C\C=2C=C3C=NN(C3=CC2)C)C=C1 (E)-6-((tert-Butyldimethylsilyl)oxy)-2-(2-(1-methyl-1H-indazol-5-yl)vinyl)benzo[d]thiazole